C[C@H]1C=2N([C@H](CC1)C(=O)N1CCCC1)C(N(N2)CC2=CC=C(C=C2)C)=O |r| (5RS,8RS)-8-Methyl-2-(4-methylbenzyl)-5-(pyrrolidin-1-ylcarbonyl)-5,6,7,8-tetrahydro[1,2,4]triazolo[4,3-a]pyridin-3(2H)-one